N,N'-(2-hydroxypropane-1,3-diylbisiminobiscarbonylbisethylene)bismaleimide OC(CNC(=O)CCN1C(C=CC1=O)=O)CNC(=O)CCN1C(C=CC1=O)=O